(4-fluoro-2-(1-(4-isopropylphenyl)-5-(2-(trifluoromethyl)phenyl)-1H-pyrazol-3-yl)phenoxy)butanoic acid FC1=CC(=C(OC(C(=O)O)CC)C=C1)C1=NN(C(=C1)C1=C(C=CC=C1)C(F)(F)F)C1=CC=C(C=C1)C(C)C